COC1=CC=C(C=C1)C(CC(=O)C1=CC=C(C=C1)C(C)(C)C)=O 1-(4-Methoxyphenyl)-3-(4-tert-butylphenyl)propan-1,3-dion